OC=1C=CC2=C(CN(S(O2)(=O)=O)CC=2C=C(C=CC2C)C(CC(=O)OCC)C2=C(C3=C(N(N=N3)CCCSC3=C(C=CC=C3)CO)C=C2)C)C1 ethyl 3-{3-[(6-hydroxy-2,2-dioxo-2H-1,2λ6,3-benzoxathiazin-3(4H)-yl)methyl]-4-methylphenyl}-3-[1-(3-{[2-(hydroxymethyl)phenyl]sulfanyl}propyl)-4-methyl-1H-benzotriazol-5-yl]propanoate